FC(C1=CC=CC(=N1)COC=1C=NC=CC1C#N)F 3-{[6-(difluoromethyl)pyridin-2-yl]methoxy}pyridine-4-carbonitrile